N-(4,5-dihydronaphtho[2,1-d]isoxazol-3-yl)-2,6-dimethoxybenzenesulfonamide O1N=C(C2=C1C1=CC=CC=C1CC2)NS(=O)(=O)C2=C(C=CC=C2OC)OC